acrylic acid n-propyl ester C(CC)OC(C=C)=O